C(C)(C)(C)[Si](OCC=O)(C)C 2-((tertbutyldimethylsilyl)oxy)acetaldehyde